OC=1C=C(C#N)C=C(C1C1=CC=C2C(=N1)N=C(O2)N2CCCC1CCN(CC21)C)C 3-Hydroxy-5-methyl-4-[2-(7-methyl-2,3,4,4a,5,6,8,8a-octahydro-1,7-naphthyridin-1-yl)oxazolo[4,5-b]pyridin-5-yl]benzonitrile